1-((cis-4-methoxycyclohexyl)methyl)-7-(2-methyl-6-(1H-1,2,4-triazol-3-yl)pyridin-3-yl)-3,4-dihydropyrazino[2,3-b]pyrazin-2(1H)-one CO[C@H]1CC[C@H](CC1)CN1C(CNC=2C1=NC(=CN2)C=2C(=NC(=CC2)C2=NNC=N2)C)=O